tert-butyl (2S)-2-([4-[4-(5-cyanopyridin-2-yl)piperazin-1-yl]-2,2-dimethyl-4-oxobutoxy]methyl)pyrrolidine-1-carboxylate C(#N)C=1C=CC(=NC1)N1CCN(CC1)C(CC(COC[C@H]1N(CCC1)C(=O)OC(C)(C)C)(C)C)=O